3-(2-methyl-6-phenylpyrimidin-4-yl)oxy-4-[4-(2-nitroacetyl)pyrazol-1-yl]BenzeneCarbonitrile CC1=NC(=CC(=N1)OC=1C=C(C=CC1N1N=CC(=C1)C(C[N+](=O)[O-])=O)C#N)C1=CC=CC=C1